C12(CC(C1)C2)CO 1-bicyclo[1.1.1]pentanylmethanol